P(=O)(O)(O)O.ClC=1C(=C(C=CC1Cl)CC(=O)NC)[C@H]1[C@@H](CCC2=CC(=CC=C12)O)N1CCCC1 |r| (+/-)-trans-3,4-dichloro-N-methyl-[2-(pyrrolidine-1-yl)-6-hydroxy-1,2,3,4-tetrahydronaphth-1-yl]-benzeneacetamide phosphate